(S)-N-(1-OXO-3-PHENYLPROPAN-2-YL)-1-(1-PHENYL-1H-PYRAZOL-3-YL)-1H-IMIDAZOLE-5-CARBOXAMIDE O=C[C@H](CC1=CC=CC=C1)NC(=O)C1=CN=CN1C1=NN(C=C1)C1=CC=CC=C1